CC1(CCC1)C(=O)O 1-methylcyclobutane-carboxylic acid